(E)-3-(4-(6-(((1R,3s,5S)-8-azabicyclo[3.2.1]octan-3-yl)oxy)pyridazin-3-yl)-3-hydroxyphenyl)-N-methylacrylamide [C@H]12CC(C[C@H](CC1)N2)OC2=CC=C(N=N2)C2=C(C=C(C=C2)/C=C/C(=O)NC)O